COC1=C(C(=O)N)C(=CC(=N1)C1=CC=CC=C1)C1=CC=CC=C1 2-Methoxy-4,6-diphenyl-nicotinamide